C1(CCCC1)C1=NOC(=N1)[C@H]1C([C@@H]1C1=CC=C(C=C1)S(=O)(=O)N)(F)F 4-[(1S,3S)-3-(3-cyclopentyl-1,2,4-oxadiazol-5-yl)-2,2-difluorocyclopropyl]benzenesulfonamide